C(CCCCCCCCCCCCCCCCCCCCCCCCCCCCC)(=O)O tricontanic acid